BrC=1C=C(C=CC1)SC=1N=NC(=C(C1C(NO)=N)C)C 3-[(3-bromophenyl)sulfanyl]-N-hydroxy-5,6-dimethylpyridazine-4-carboximidamide